4-({3-[2-(3-cyclohexylpropyl)-2H-1,2,3,4-tetrazol-5-yl]phenyl}amino)-3-cyclopropyl-N-(1,3-diazinan-2-ylidene)benzamide C1(CCCCC1)CCCN1N=C(N=N1)C=1C=C(C=CC1)NC1=C(C=C(C(=O)N=C2NCCCN2)C=C1)C1CC1